3-dimethylamino-1-(2-hydroxy-5-nitrophenyl)prop-2-en-1-one CN(C=CC(=O)C1=C(C=CC(=C1)[N+](=O)[O-])O)C